C1=CC=CC=2C3=CC=CC=C3C(C12)COC(=O)NC(CC(=O)OC(C)(C)C)C(=O)NC=1SC(=C(C1C(C1=CC(=C(C=C1)Cl)F)=O)C)C tert-butyl 3-((((9H-fluoren-9-yl) methoxy) carbonyl)amino)-4-((3-(4-chloro-3-fluorobenzoyl)-4,5-dimethylthiophen-2-yl)amino)-4-oxobutanoate